BrC=1C=C(C(=NC1O[C@@H]1CC[C@H](CC1)C(C)C)C)N=CN(C)CC N'-{5-bromo-6-[(trans-4-isopropyl-cyclohexyl)oxy]-2-methylpyridin-3-yl}-N-ethyl-N-methylimidoformamide